C(C)(=O)C1=C(C(=C(C=2[C@@]3(C(OC21)=CC(\C(\C3=O)=C(\C)/N)=O)C)O)C)O (2E,9bR)-6-acetyl-2-(1-aminoethylidene)-7,9-dihydroxy-8,9b-di-methyldibenzofuran-1,3-dione